CN(CCNC1=NC=C(C=C1)B1OC(C(O1)(C)C)(C)C)C N',N'-dimethyl-N-[5-(4,4,5,5-tetramethyl-1,3,2-dioxaborolan-2-yl)-2-pyridyl]ethan-1,2-diamine